C1(=CC=CC=C1)C1=NC(=NC(=N1)C1=CC=CC=C1)C1=CC=CC2=C1C1=C(O2)C=CC(=C1)C=1C=CC=2N(C3=CC=CC=C3C2C1)C1=CC=CC=C1 3-[9-(4,6-diphenyl-1,3,5-triazin-2-yl)dibenzofuran-2-yl]-9-phenyl-9H-carbazole